BrC1=CC=C2CCC3(CC=4N=C(N=C(C4CO3)N3C[C@@](CCC3)(O)C)S(=O)(=O)C)C2=C1 (3R)-1-(6-bromo-2'-(methylsulfonyl)-2,3,5',8'-tetrahydrospiro[indene-1,7'-pyrano[4,3-d]pyrimidin]-4'-yl)-3-methylpiperidin-3-ol